CC=1C=CC=C2C(CCN(C12)S(=O)(=O)C1=C(C(=CC=C1)C=1C=NN(C1)C)C)=O 8-Methyl-1-[2-methyl-3-(1-methylpyrazol-4-yl)phenyl]sulfonyl-2,3-dihydroquinolin-4-one